COCC#CC#CC1=CC(=NC(=C1)C)C(=O)O 4-(5-methoxypenta-1,3-diyn-1-yl)-6-methylpicolinic acid